1-(3-hydroxycyclobutyl)pyrazole-4-sulfonamide OC1CC(C1)N1N=CC(=C1)S(=O)(=O)N